1-Tert-butyl 4-(4-(4-(4-oxo-1',4',5',6'-tetrahydrospiro[cyclopentane-1,7'-pyrrolo[3,2-c]pyridin]-2'-yl)pyrimidin-2-yl)phenyl)piperazine-1-carboxylate O=C1CCC2(C3=C(CNC2)C=C(N3)C3=NC(=NC=C3)C3=CC=C(C=C3)N3CCN(CC3)C(=O)OC(C)(C)C)C1